2-((((3-(diethylamino)propoxy)carbonyl)oxy)methyl)-l-1-(heptadecan-9-yloxy)-l-1-oxoundecyl (9Z,12Z)-octadeca-9,12-dienoate C(CCCCCCC\C=C/C\C=C/CCCCC)(=O)OC(C(=O)OC(CCCCCCCC)CCCCCCCC)(CCCCCCCCC)COC(=O)OCCCN(CC)CC